pentanamidine isethionate S(=O)(=O)(O)CCO.C(CCCC)(=N)N